(8-(4-(bis(4-fluorophenyl)methyl)piperazin-1-yl)-5-methyl-7-nitro-6-oxo-5,6-dihydro-1,5-naphthyridin-2-yl)carbamic acid tert-butyl ester C(C)(C)(C)OC(NC1=NC=2C(=C(C(N(C2C=C1)C)=O)[N+](=O)[O-])N1CCN(CC1)C(C1=CC=C(C=C1)F)C1=CC=C(C=C1)F)=O